1-di-sec-butylamino-3-methylenepent-4-ene C(C)(CC)N(CCC(C=C)=C)C(C)CC